(E)-butane CCCC